(4-hydroxy-5-methoxy-2-nitrophenyl)(2-(hydroxymethyl)piperidin-1-yl)methanone OC1=CC(=C(C=C1OC)C(=O)N1C(CCCC1)CO)[N+](=O)[O-]